FC1=CC=C(C=C1)C=1OC2=CC=CC=C2C(C1OCC(=O)NC=1SC2=C(N1)C(=CC=C2)C)=O 2-((2-(4-fluorophenyl)-4-oxo-4H-chromen-3-yl)oxy)-N-(4-methylbenzo[d]thiazol-2-yl)acetamide